(S)-ethyl 8-(2-amino-6-((R)-1-(4-chloro-2-(1-methyl-2-oxo-1,2-dihydropyridin-4-yl)phenyl)-2,2,2-trifluoroethoxy)pyrimidin-4-yl)-2,8-diazaspiro[4.5]decane-3-carboxylate NC1=NC(=CC(=N1)N1CCC2(C[C@H](NC2)C(=O)OCC)CC1)O[C@@H](C(F)(F)F)C1=C(C=C(C=C1)Cl)C1=CC(N(C=C1)C)=O